2,4,6-trimethylbenzoyldiethoxyphenylphosphine oxide CC1=C(C(=O)C2=C(C=CC=C2)P(OCC)(OCC)=O)C(=CC(=C1)C)C